NC1=NC2=CC(=CC=C2C=C1Br)CCC1(SC(C(C1O)O)N1C=CC2=C1N=CN=C2C)C 2-(2-amino-3-bromoquinolin-7-yl)ethyl-2-methyl-5-(4-methyl-7H-pyrrolo[2,3-d]pyrimidin-7-yl)tetrahydrothiophene-3,4-diol